tris(2-propenyloxy)vinylsilane C(C=C)OC(=C(OCC=C)OCC=C)[SiH3]